CN1[C@@H](CCC1)COC=1N=C(C2=C(N1)CN(CC2)C2=C1C=NN(C1=CC=C2C)C2OCCCC2)N2CCN(CC2)C(=O)OC(C)(C)C tert-butyl 4-[2-[[(2S)-1-methylpyrrolidin-2-yl]methoxy]-7-(5-methyl-1-tetrahydropyran-2-yl-indazol-4-yl)-6,8-dihydro-5H-pyrido[3,4-d]pyrimidin-4-yl]piperazine-1-carboxylate